O1C=NC2=C1C(=CC=C2)OC2=CC(=C(C(=O)O)C=C2)Cl 4-(benzo[d]oxazol-7-yloxy)-2-chlorobenzoic acid